The molecule is the monocarboxylic acid anion formed from soyasaponin I. It is the major microspecies present at pH 7.3. It is a carbohydrate acid derivative anion and a monocarboxylic acid anion. It is a conjugate base of a soyasaponin I. C[C@H]1[C@@H]([C@H]([C@H]([C@@H](O1)O[C@@H]2[C@H]([C@H]([C@H](O[C@H]2O[C@@H]3[C@H]([C@@H]([C@H](O[C@H]3O[C@H]4CC[C@]5([C@H]([C@@]4(C)CO)CC[C@@]6([C@@H]5CC=C7[C@]6(CC[C@@]8([C@H]7CC(C[C@H]8O)(C)C)C)C)C)C)C(=O)[O-])O)O)CO)O)O)O)O)O